(5-([1,2,4]triazolo[1,5-a]pyridin-7-yl)-2-methoxyphenyl)-7-methoxyquinazoline-4,6-diamine N=1C=NN2C1C=C(C=C2)C=2C=CC(=C(C2)C2=NC1=CC(=C(C=C1C(=N2)N)N)OC)OC